COC1=C(C=CC(=C1)[N+](=O)[O-])C1=CC=C(O1)C=C1C(=NOC1=O)C1=CC=CC=C1 4-((5-(2-methoxy-4-nitrophenyl)furan-2-yl)methylene)-3-phenylisoxazol-5(4H)-one